ClC=1C(=C(C=CC1F)B(O)O)F 3-CHLORO-2,4-DIFLUOROBENZENEBORONIC ACID